1-(p-tolyl)piperazine C1(=CC=C(C=C1)N1CCNCC1)C